COC(C1=CC(=C(C=C1)O)OC)=O.FC=1C=CC(=NC1)COC=1C=C2CNC(C2=CC1)=O 5-[(5-fluoro-2-pyridinyl)methoxy]isoindolin-1-one methyl-4-hydroxy-3-methoxybenzoate